C(CCCCCCCCCCCCCCCCC)NC1=CC=CC=C1 stearyl-aniline